2-[4-[(4-Chloro-3-cyano-1H-indol-7-yl)sulfamoyl]pyrazol-1-yl]-2-methylpropanamid ClC1=C2C(=CNC2=C(C=C1)NS(=O)(=O)C=1C=NN(C1)C(C(=O)N)(C)C)C#N